5-[(R)-(1,3-dimethyl-azetidin-3-yl)-hydroxy-(4-isopropyl-phenyl)-methyl]-nicotinonitrile CN1CC(C1)(C)[C@@](C=1C=NC=C(C#N)C1)(C1=CC=C(C=C1)C(C)C)O